C(C)C1(COC1)COCC1(COC1)CC 3-ethyl-3-{[(3-Ethyloxetane-3-yl)methoxy]Methyl}oxetane